FC1=CC(=C(C=C1)N1CN(C(C2=CC(=CC=C12)C(F)(F)F)=O)C1=C(NC(C=C1)=O)C)C(C)C 1-(4-fluoro-2-isopropylphenyl)-3-(2-methyl-6-oxo-1,6-dihydropyridin-3-yl)-6-(trifluoromethyl)-2,3-dihydroquinazolin-4(1H)-one